ClC1=C(OC2CCN(CC2)C(CNC(=O)C2=CC=C(C=C2)C2=CC(=CC=C2)N(C)C)=O)C=CC=C1 3'-Dimethylamino-biphenyl-4-carboxylic acid {2-[4-(2-chloro-phenoxy)-piperidin-1-yl]-2-oxo-ethyl}-amide